tert-butyl 3-[6-(4-cyano-2-hydroxy-6-methyl-phenyl)pyrido[2,3-b]pyrazin-3-yl]piperidine-1-carboxylate C(#N)C1=CC(=C(C(=C1)C)C=1C=CC=2C(=NC(=CN2)C2CN(CCC2)C(=O)OC(C)(C)C)N1)O